(1R,2S,5R)-N-(4-methoxyphenyl)-5-methyl-2-(1-methylethyl)cyclohexyl-formamide COC1=CC=C(C=C1)N(C=O)[C@H]1[C@@H](CC[C@H](C1)C)C(C)C